2-(1-cyclopropylvinyl)phenol C1(CC1)C(=C)C1=C(C=CC=C1)O